C1CCN2CCC=C12 tetrahydro-1H-pyrrolizin